(2-(3-(5-isopropoxypyridin-2-yl)-1,2,4-thiadiazol-5-ylamino)pyridin-3-yl)(pyrrolidin-1-yl)methanone C(C)(C)OC=1C=CC(=NC1)C1=NSC(=N1)NC1=NC=CC=C1C(=O)N1CCCC1